(R)-7-chloro-4-((1-(3-(difluoromethyl)-2-fluorophenyl)ethyl)amino)-N,N,2-trimethylpyrido[2,3-d]pyrimidine-6-carboxamide ClC=1C(=CC2=C(N=C(N=C2N[C@H](C)C2=C(C(=CC=C2)C(F)F)F)C)N1)C(=O)N(C)C